FC(C1=CC=C(C=C1)/C=C/CO)(F)F (E)-3-(4-(trifluoromethyl)phenyl)prop-2-en-1-ol